trifluoromethanesulfonic acid 1-(tert-butoxycarbonyl (methyl) amino)-4-fluoro-6-methyl-2,3-dihydro-1H-inden-5-yl ester C(C)(C)(C)OC(=O)N(C1CCC2=C(C(=C(C=C12)C)OS(=O)(=O)C(F)(F)F)F)C